(E)-7-Chloro-1-methyl-2-(2-nitroprop-1-en-1-yl)-1H-pyrrolo[2,3-c]pyridine Ammonium acetate C(C)(=O)[O-].[NH4+].ClC=1N=CC=C2C1N(C(=C2)\C=C(/C)\[N+](=O)[O-])C